toluenesulfonylmethylphenyl-sulfonium C(C1=CC=CC=C1)S(=O)(=O)C[SH+]C1=CC=CC=C1